(2R)-tert-butyl 2-((4-(tert-butyl)phenyl)(1-(5-chloropyridin-3-yl)-2-(cyclohexylamino)-2-oxoethyl)carbamoyl)pyrrolidine-1-carboxylate C(C)(C)(C)C1=CC=C(C=C1)N(C(=O)[C@@H]1N(CCC1)C(=O)OC(C)(C)C)C(C(=O)NC1CCCCC1)C=1C=NC=C(C1)Cl